FC1=C(C(=CC=C1)F)N1C(=NC2=CC(=C(C=C2C1=O)/C=C/C(=O)O)F)CC (E)-3-(3-(2,6-difluorophenyl)-2-ethyl-7-fluoro-4-oxo-3,4-dihydroquinazolin-6-yl)acrylic acid